5-(piperazine-1-carbonyl)-2H-pyrazole-3-carboxylic acid {2-[5-(3,4-dichlorophenyl)furan-2-yl]ethyl}amide ClC=1C=C(C=CC1Cl)C1=CC=C(O1)CCNC(=O)C=1NN=C(C1)C(=O)N1CCNCC1